(R)-2-amino-2-(1-(2-(2'-amino-4-chloro-[1,1'-biphenyl]-2-yl)ethyl)piperidin-4-yl)-1-(4-(2-ethoxy-6-fluorobenzyl)piperazin-1-yl)ethan-1-one hydrobromide salt Br.N[C@@H](C(=O)N1CCN(CC1)CC1=C(C=CC=C1F)OCC)C1CCN(CC1)CCC1=C(C=CC(=C1)Cl)C1=C(C=CC=C1)N